N1(CCCCCC1)C1=NC(=NC2=C(C(=C(C=C12)Cl)C=1C=CC(=C(N)C1)F)F)OCC12CCCN2CCC1 5-(4-(azepan-1-yl)-6-chloro-8-fluoro-2-((tetrahydro-1H-pyrrolizin-7a(5H)-yl)meth-oxy)quinazolin-7-yl)-2-fluoroaniline